2-[(2-methyl-1,1-dioxo-3,4-dihydro-2H-1λ6,2-benzothiazin-6-yl)oxy]ethyl methanesulfonate CS(=O)(=O)OCCOC=1C=CC2=C(CCN(S2(=O)=O)C)C1